1,2,4-oxadiazol-5(4H)-one trifluoroacetate salt FC(C(=O)O)(F)F.O1N=CNC1=O